(S)-(+)-γ-carboxy-γ-butyrolactone C1CC(=O)O[C@@H]1C(=O)O